C1(=CC=C(C=C1)P(C1=C(SC(=C1P(C1=CC=C(C=C1)C)C1=CC=C(C=C1)C)C)C)C1=CC=C(C=C1)C)C 3,4-bis(di-p-tolylphosphino)-2,5-dimethylthiophene